BrC1=CC=C2C(=N1)C(CN2C2=NC(=NC=C2C(=O)OC(C)C)NC2=C(C=C(C(=C2)[N+](=O)[O-])F)OC)(C)C isopropyl 4-(5-bromo-3,3-dimethyl-2,3-dihydro-1H-pyrrolo[3,2-b]pyridin-1-yl)-2-((4-fluoro-2-methoxy-5-nitrophenyl) amino)pyrimidine-5-carboxylate